5-(2-fluorophenyl)-1-(3-pyridinesulfonyl)-1H-pyrrole-3-formamide FC1=C(C=CC=C1)C1=CC(=CN1S(=O)(=O)C=1C=NC=CC1)C(=O)N